4-(pentyloxy)-4'-biphenylcarboxylic acid C(CCCC)OC1=CC=C(C=C1)C1=CC=C(C=C1)C(=O)O